T-butyl-acetyl chloride C(C)(C)(C)CC(=O)Cl